C(#N)[C@H]1N(CCC1)C(=O)C=1C(C=C2[C@H](CCC3=C(C2=CC1)C(=C(C(=C3)OC)OC)OC)NC(C)=O)=O N-{(S)-10-[(S)-2-cyanopyrrolidin-1-carbonyl]-1,2,3-trimethoxy-9-oxo-5,6,7,9-tetrahydrobenzo[a]heptalen-7-yl}acetamide